N-(1-(4-aminobenzyl)-1H-pyrazol-4-yl)-5-chloro-4-(1-(benzenesulfonyl)-1H-pyrazol-3-yl)pyrimidin-2-amine NC1=CC=C(CN2N=CC(=C2)NC2=NC=C(C(=N2)C2=NN(C=C2)S(=O)(=O)C2=CC=CC=C2)Cl)C=C1